C(C=C)(=O)OCCCCCCCCCC[Si](OC)(OC)CC acryloyloxydecylethyl-dimethoxysilane